C(CCCCCCCCCCCCCCCCC)OC(CCC1=CC(=C(C(=C1)C(C)(C)C)O)C(C)(C)C)=O.C(C)(=O)N1CCN(CC1)CC1=CC=C(C=C1)N(S(=O)(=O)CC)CC1=NC=C(C=C1)C(=O)NN N-(4-((4-acetylpiperazin-1-yl)methyl)phenyl)-N-((5-(hydrazinecarbonyl)pyridin-2-yl)methyl)ethanesulfonamide octadecyl-3,5-Di-tert-butyl-4-hydroxyhydrocinnamate